3-chlorobromopropanol ClCCC(O)Br